ammonium phosphonate hydrochloride Cl.P([O-])([O-])=O.[NH4+].[NH4+]